NC(CC1CN(CCS1(=O)=O)C(=O)OC(C)(C)C)C(=O)OC tert-butyl 2-(2-amino-3-methoxy-3-oxopropyl)thiomorpholine-4-carboxylate 1,1-dioxide